N1(CCNCC1)CCC1=C(N=NC=C1)N (2-(piperazin-1-yl)ethyl)pyridazin-3-amine